CC1=CC=C(C=C1)S(=O)(=O)OCCOCCOCCN(C(OC(C)(C)C)=O)C 2,2,5-Trimethyl-4-oxo-3,8,11-trioxa-5-azatridecan-13-yl 4-methylbenzenesulfonate